COC1=CC=C(CN2CC3(OC4(CC4)C2=O)CCN(CC3)C(=O)OC(C)(C)C)C=C1 tert-Butyl 12-(4-methoxybenzyl)-13-oxo-4-oxa-8,12-diazadispiro[2.1.5.3]tridecane-8-carboxylate